tert-butyl 4-[(5-bromo-1-methyl-imidazole-2-onyl)amino]-2-chloro-benzoate BrC1=C(NC(N1C)=O)NC1=CC(=C(C(=O)OC(C)(C)C)C=C1)Cl